6-(Benzo[d]thiazol-5-yl)-3-(trifluoromethyl)-3,4-dihydropyridine-1(2H)-carboxylic acid tert-butyl ester C(C)(C)(C)OC(=O)N1CC(CC=C1C=1C=CC2=C(N=CS2)C1)C(F)(F)F